C(C)[C@@H]1C[C@@H](N(C[C@H]1F)C(=O)N[C@@H](C)\C=C\S(=O)(=O)C)C1=CC=CC=C1 (2R,4R,5S)-4-ethyl-5-fluoro-N-((S,E)-4-(methylsulfonyl)but-3-en-2-yl)-2-phenylpiperidine-1-carboxamide